The molecule is a glycine derivative that is the diester obtained by formal condensation of the carboxy groups of N-oxalylglycine with two molecules of methanol. It has a role as a neuroprotective agent and an EC 1.14.11.29 (hypoxia-inducible factor-proline dioxygenase) inhibitor. It is a glycine derivative, a methyl ester and a secondary carboxamide. It derives from a N-oxalylglycine. COC(=O)CNC(=O)C(=O)OC